(5-bromophenyl)(pyridin-3-yl)methanone BrC=1C=CC=C(C1)C(=O)C=1C=NC=CC1